F[B-](F)(F)F.FC[S+](C1=CC=CC=C1)C1=C(C(=C(C(=C1)C)C)C)C S-monofluoromethyl-S-phenyl-2,3,4,5-tetramethylphenylsulfonium tetrafluoroborate